C[C@@H]1NC2(CC2)CC(C1C(=O)OCC)=O ethyl (5S)-5-methyl-7-oxo-4-azaspiro[2.5]octane-6-carboxylate